NCC=1OC2=C(C1)C=C(C=C2C(F)(F)F)C2=CC=C(C=N2)C(=S)N2CCC(CC2)(F)F (6-(2-(aminomethyl)-7-(trifluoromethyl)benzofuran-5-yl)pyridin-3-yl)(4,4-difluoropiperidin-1-yl)methanethione